C(#N)C1N(CSC1)C(=O)[O-] 4-cyanothiazolidine-3-carboxylate